racemic-benzyl ((3R,4R)-3-hydroxy-1-(methylsulfonyl)piperidin-4-yl)carbamate O[C@@H]1CN(CC[C@H]1NC(OCC1=CC=CC=C1)=O)S(=O)(=O)C |r|